OCCSC1=CC(=CC(=N1)N1C(C2=CC(=CC(=C2C1)C(F)(F)F)CN1C[C@H](CCC1)C)=O)C1(COC1)CC1=NN=CN1C 2-{6-[(2-hydroxyethyl)sulfanyl]-4-{3-[(4-methyl-1,2,4-triazol-3-yl)methyl]oxetan-3-yl}pyridin-2-yl}-6-{[(3S)-3-methylpiperidin-1-yl]methyl}-4-(trifluoromethyl)-3H-isoindol-1-one